8-amino-3-(1-(but-2-ynoyl)pyrrolidin-2-yl)imidazo[1,5-a]pyrazin NC=1C=2N(C=CN1)C(=NC2)C2N(CCC2)C(C#CC)=O